BrC=1C=NC(=NC1)N1C[C@@H]2CNC3=NN=C(C=C3N2CC1)C1=C(C=CC=C1)OCOC (10S)-12-(5-bromopyrimidin-2-yl)-4-[2-(methoxymethoxy)phenyl]-1,5,6,8,12-pentazatricyclo[8.4.0.02,7]tetradeca-2,4,6-triene